C1(CC1)C#CC#CC1=CC=C(C(=O)O)C=C1 4-(cyclopropylbuta-1,3-diyn-1-yl)benzoic acid